(2s,4s)-2-(4-(p-tolyl)piperidine-1-carbonyl)-7-oxa-5-azaspiro[3.4]octan-6-one C1(=CC=C(C=C1)C1CCN(CC1)C(=O)C1CC2(C1)NC(OC2)=O)C